BrC=1C(=C(C=CC1)NC1=NC=NC2=CC(=CC=C12)C(=O)NCCCCCCNC=1C2=CC=CC=C2N=C2CCCCC12)Cl 4-((3-bromo-2-chlorophenyl)amino)-N-(6-((1,2,3,4-tetrahydroacridin-9-yl)amino)hexyl)quinazoline-7-carboxamide